COC1=C(C=CC(=C1)OC)N1C(C2=CC=CC=C2C(=N1)C(=O)N1CCN(CC1)C1=CC=C(C=C1)F)=O 2-(2,4-dimethoxyphenyl)-4-[[4-(4-fluorophenyl)-1-piperazinyl]carbonyl]-1(2H)-phthalazinone